CC1=CC=C(C(C2=CC=CC=C2)N)C=C1 4-methylbenzhydryl-amine